Phosphoric acid, disodium salt [Na+].[Na+].P([O-])([O-])(O)=O